N1(CCCCCC1)C=1N=C(C2=C(C=NNC2=O)N1)NC1=CC=C(C=C1)C=1N=NN(N1)CC 2-(Azepan-1-yl)-4-((4-(2-ethyl-2H-tetrazol-5-yl)phenyl)amino)pyrimido[4,5-d]pyridazin-5(6H)-on